(5-((2,4-Dimethoxybenzyl)amino)-4-methoxy-7-(methylthio)pyrazolo[1,5-c]pyrimidin-3-yl)ethanone COC1=C(CNC2=C(C=3N(C(=N2)SC)N=CC3C(C)=O)OC)C=CC(=C1)OC